(4-Methoxycinnamoyl)guanidin COC1=CC=C(C=CC(=O)NC(=N)N)C=C1